C(CC(=O)C)(=O)N[C@@H](CC(C)C)C(=O)O |r| acetoacetyl-DL-leucine